undecyl 6-bromohexanoate BrCCCCCC(=O)OCCCCCCCCCCC